C(C)C1CCC(CC1)O 4-ethylcyclohexanol